C(C)OC(=O)C1=C(C2=C(S1)C=CC=C2OC)CBr 3-(bromomethyl)-4-methoxybenzo[b]thiophene-2-carboxylic acid ethyl ester